heptadec-16-ynoate C(CCCCCCCCCCCCCCC#C)(=O)[O-]